Cobalt boride [B].[Co].[Co].[Co]